OC[C@@H](C(=O)N[C@H](C(C(C(=O)O)(C)CO)=O)CC(C)C)NC(CCCCC(C)C)=O (4S)-4-((S)-3-Hydroxy-2-(6-methylheptanamido)propanamido)-2-(hydroxymethyl)-2,6-dimethyl-3-oxoheptanoic acid